C12CN(CC(CC1)N2C(=O)OC(C)(C)C)C(=O)OCC2=CC=CC=C2 3-benzyl 8-(tert-butyl) 3,8-diazabicyclo[3.2.1]octane-3,8-dicarboxylate